benzyl 4-(4-(tosyloxy)but-2-yn-1-yl)piperazine-1-carboxylate S(=O)(=O)(C1=CC=C(C)C=C1)OCC#CCN1CCN(CC1)C(=O)OCC1=CC=CC=C1